Benzyl 7-(trifluoromethyl)-1,5-dihydro-2H-1,5-methanobenzo[c]azepine-2-carboxylate FC(C1=CC2=C(C3N(C=CC2C3)C(=O)OCC3=CC=CC=C3)C=C1)(F)F